(S)-3-fluoropiperidine hydrochloride Cl.F[C@@H]1CNCCC1